(R,Z)-N-(1-([1,1'-biphenyl]-4-yl)ethyl)-4-(trifluoromethyl)benzimidoyl cyanide C1(=CC=C(C=C1)[C@@H](C)\N=C(\C1=CC=C(C=C1)C(F)(F)F)/C#N)C1=CC=CC=C1